tetrafluoro-ethyl acetate C(C)(=O)OC(C(F)(F)F)F